C(C)C1=NC(=NO1)C=1C=C2CCC[C@H](C2=CC1)NC(=O)C=1C=NN(C1)C (R)-N-(6-(5-ethyl-1,2,4-oxadiazol-3-yl)-1,2,3,4-tetrahydronaphthalen-1-yl)-1-methyl-1H-pyrazole-4-carboxamide